(1R,2S,5S)-3-[(2S)-2-(tert-butoxycarbonylamino)-3-pyrrolidin-1-yl-propanoyl]-6,6-dimethyl-3-azabicyclo[3.1.0]hexane-2-carboxylic acid C(C)(C)(C)OC(=O)N[C@H](C(=O)N1[C@@H]([C@H]2C([C@H]2C1)(C)C)C(=O)O)CN1CCCC1